N1CC(C1)C1=NN(C(=C1)NCC=1SC(=CC1)Cl)C(=O)C1=COC=C1 3-(azetidin-3-yl)-N-[(5-chlorothiophen-2-yl)methyl]-1-(furan-3-carbonyl)-1H-pyrazol-5-amine